[Br-].[NH+]1=CC=C(C)C2=CC=CC=C12 lepidinium bromide